tert-butyl (trans-3-aminocyclobutyl)(methyl)carbamate N[C@@H]1C[C@H](C1)N(C(OC(C)(C)C)=O)C